Dithiolen S1SC=CC1